FC=1C=NC=2N(C1)C(=C(N2)C2=NC(=NN2)C(F)(F)F)C2=CN=CN2 5-[6-fluoro-3-(1H-imidazol-5-yl)imidazo[1,2-a]pyrimidin-2-yl]-3-(trifluoromethyl)-1H-1,2,4-triazole